C1(CC1)\C(=C/C(=O)OC(C)(C)C)\C1=CC=CC=C1 tert-butyl (2E)-3-cyclopropyl-3-phenylprop-2-enoate